N-(6-methoxy-1,2,3,4-tetrahydroisoquinolin-7-yl)quinazolin-2-amine COC=1C=C2CCNCC2=CC1NC1=NC2=CC=CC=C2C=N1